FC1(CCC(CC1)NCCCCC(=O)OC)F Methyl 5-((4,4-difluorocyclohexyl)amino)pentanoate